FC1=CC=C(C=C1)C1=NN(C=C1C1=C2N=C(N(C2=NC=N1)CC1=CC=C(C=C1)OC)C1=CC=CC=C1)COCC[Si](C)(C)C 6-(3-(4-fluorophenyl)-1-((2-(trimethylsilyl)ethoxy)methyl)-1H-pyrazol-4-yl)-9-(4-methoxybenzyl)-8-phenyl-9H-purine